2-(isopropylamino)-5-(5-(pyridin-4-yl)pyrimidin-2-yl)benzonitrile C(C)(C)NC1=C(C#N)C=C(C=C1)C1=NC=C(C=N1)C1=CC=NC=C1